5-((5-(3-(1-(tert-butyl)-1H-pyrazol-3-yl)cyclopentyl)-1H-pyrazol-3-yl)amino)-4-fluoro-2,3-dihydrobenzo[d]isothiazole 1,1-dioxide C(C)(C)(C)N1N=C(C=C1)C1CC(CC1)C1=CC(=NN1)NC=1C=CC2=C(CNS2(=O)=O)C1F